N(=NC(C(=N)NCCC(=O)O)(C)C)C(C(=N)NCCC(=O)O)(C)C azobis(N-(2-carboxyethyl)-2-methylpropionamidine)